N1=CC=C(C=C1)C1=NC(=NC(=N1)C1=CC=NC=C1)C1=CC=NC=C1 tris(4-pyridyl)-1,3,5-triazine